C(C1=CC=CC=C1)=C(C(=O)[O-])C(=O)[O-] Benzylidenmalonat